(3S)-6,7,7-trifluoro-3-methyl-1-[(1-phenyl-1H-tetrazol-5-yl)sulfonyl]-6-hepten-3-ol FC(CC[C@@](CCS(=O)(=O)C1=NN=NN1C1=CC=CC=C1)(O)C)=C(F)F